(2,6-Dichloro-4-pyridyl)-(1,4-dioxan-2-yl)methanone ClC1=NC(=CC(=C1)C(=O)C1OCCOC1)Cl